2-chloro-9-[(2R,3R,4S,5R)-3,4-dihydroxy-5-(hydroxymethyl)-tetrahydrofuran-2-yl]-1H-purin-6-one ClC=1NC(C=2N=CN(C2N1)[C@@H]1O[C@@H]([C@H]([C@H]1O)O)CO)=O